OC1CC(C2C1(C=1C(=NC(=CC1O2)C#N)OC)O)C2=CC=CC=C2 8,8a-dihydroxy-1-methoxy-6-phenyl-5a,7,8,8a-tetrahydro-6H-cyclopenta[4,5]furo[3,2-c]pyridine-3-carbonitrile